C(C)(C)(C)OC([C@H](CC)OC1=C(C=C(C=C1)Cl)C1=NOCC1OCC)=O (2S)-2-[4-chloro-2-(4-ethoxy-4,5-dihydroisoxazol-3-yl)phenoxy]butanoic acid tert-butyl ester